(3-methylphenyl)benzamide CC=1C=C(C=CC1)C1=C(C(=O)N)C=CC=C1